OCCNC(C1=C(C=CC=C1)[N+](=O)[O-])=O N-(2-hydroxyethyl)-2-nitrobenzamide